2-((3-chloro-4-fluorophenyl)((5-fluoro-6-methylpyridin-2-yl)amino)methyl)-5-(methoxymethyl)-1H-imidazole-4-sulfonamide ClC=1C=C(C=CC1F)C(C=1NC(=C(N1)S(=O)(=O)N)COC)NC1=NC(=C(C=C1)F)C